[K+].C(\C=C/CCCC)(=O)[O-] cis-2-heptenoic acid potassium salt